ClC1=C(C=CC(=C1)N[C@@H]1C[C@@H](N(C2=CC=CC=C12)C(CC)=O)C)NC(CNC(OCC1C2=CC=CC=C2C=2C=CC=CC12)=O)=O |o1:8,10| (9H-fluoren-9-yl)methyl (2-((2-chloro-4-(((2S*,4R*)-2-methyl-1-propionyl-1,2,3,4-tetrahydroquinolin-4-yl)amino)phenyl)amino)-2-oxoethyl)carbamate